4-(3,4-difluorophenyl)-6,7-dihydro-5H-[1,2,4]Triazolo[1,5-a]Pyrimidin-2-amine FC=1C=C(C=CC1F)N1C=2N(CCC1)N=C(N2)N